(2-phenylbutyrylamino)-4-cyanothiophene-2-carboxylic acid methyl ester COC(=O)C=1SC=C(C1NC(C(CC)C1=CC=CC=C1)=O)C#N